C(#N)[C@H](C[C@H]1C(NCCC1)=O)NC(=O)[C@@H]1N(C[C@H]2[C@@H]1CC(C2)(F)F)C(=O)C=2NC1=C(C(=CC(=C1C2)F)C)F (1R,3aR,6aS)-N-((S)-1-cyano-2-((S)-2-oxopiperidin-3-yl)ethyl)-2-(4,7-difluoro-6-methyl-1H-indole-2-carbonyl)-5,5-difluorooctahydrocyclopenta[c]pyrrole-1-carboxamide